dodecyl-4-methylbenzenesulfonate C(CCCCCCCCCCC)OS(=O)(=O)C1=CC=C(C=C1)C